1-(2-chloro-3-fluoro-phenyl)-3-(4-chloro-2-hydroxy-3-piperazin-1-ylsulfonyl-phenyl)urea ClC1=C(C=CC=C1F)NC(=O)NC1=C(C(=C(C=C1)Cl)S(=O)(=O)N1CCNCC1)O